(R)-7-(3-(pyrrolidin-3-yloxy)propyl)-1,2,3,4-tetrahydro-1,8-naphthyridine dihydrochloride Cl.Cl.N1C[C@@H](CC1)OCCCC1=CC=C2CCCNC2=N1